pyrrolopyridine N1C=CC2=C1C=CC=N2